C(C)(C)(C)OC(=O)N1CCN(CC1)CC1=CC2=C(N=C(S2)N)C=C1 4-(2-aminobenzothiazol-6-ylmethyl)piperazine-1-carboxylic acid tert-butyl ester